2,6-dichloro-3-iodo-pyridin-4-amine ClC1=NC(=CC(=C1I)N)Cl